NC1=NC=2C=CC(=CC2C2=C1[C@H](OC2)C)C(=O)N(CC2=NC=C(C=C2)C(F)(F)F)C[C@@H]2COCC2 (3R)-4-amino-3-methyl-N-((3R)-tetrahydro-3-furanylmethyl)-N-((5-(trifluoromethyl)-2-pyridinyl)methyl)-1,3-dihydrofuro[3,4-c]quinoline-8-carboxamide